FC1=C(C(=O)OCCSSCCOC(C2=C(C(=C(C(=C2F)F)F)F)F)=O)C(=C(C(=C1F)F)F)F disulfanediylbis(ethane-2,1-diyl) bis(2,3,4,5,6-pentafluorobenzoate)